8-(9-((1R,5S)-3,8-diazabicyclo[3.2.1]octan-3-yl)-5-fluoro-7-(((2R,7aS)-2-fluorotetrahydro-1H-pyrrolizin-7a(5H)-yl)methoxy)-[1,3]dioxolo[4,5-f]quinazolin-4-yl)-1-ethylisoquinolin-6-ol [C@H]12CN(C[C@H](CC1)N2)C2=NC(=NC1=C(C(=C3C(=C21)OCO3)C=3C=C(C=C2C=CN=C(C32)CC)O)F)OC[C@]32CCCN2C[C@@H](C3)F